[Li].COCCOCCO DIETHYLENE GLYCOL MONOMETHYL ETHER Lithium